(2,4-dioxotetrahydropyrimidin-1(2H)-yl)-4-fluorobenzoic acid O=C1N(CCC(N1)=O)C1=C(C(=O)O)C=CC(=C1)F